N1=CC(=C2OCCCN21)S(=O)(N)=N 6,7-dihydro-5H-pyrazolo[5,1-b][1,3]oxazine-3-sulfonimidamide